2-(1-(4-(4-Carboxyphenyl)-1H-pyrazol-1-yl)-2-((1R*,2S*)-2-(pyrrolidine-1-carbonyl)cyclopropyl)ethyl)-5-(5-chloro-2-(1H-tetrazol-1-yl)phenyl)pyridine 1-oxide C(=O)(O)C1=CC=C(C=C1)C=1C=NN(C1)C(C[C@@H]1[C@H](C1)C(=O)N1CCCC1)C1=[N+](C=C(C=C1)C1=C(C=CC(=C1)Cl)N1N=NN=C1)[O-] |o1:16,17|